N1C=NC2=C1C=CS2 thieno[2,3-d]imidazol